SC1=NN=NN1[C@H]1C[C@H](CC1)O (1S,3R)-3-(5-sulfanyltetrazol-1-yl)cyclopentanol